NC=1C2=C(N=CN1)N(C=C2C2=NN(C=C2)C)[C@H]2[C@@H]([C@@H]([C@H](O2)C(=O)NC2CCN(CC2)CCN)O)O (2S,3S,4R,5R)-5-[4-amino-5-(1-methyl-1H-pyrazol-3-yl)-7H-pyrrolo[2,3-d]pyrimidin-7-yl]-N-[1-(2-aminoethyl)piperidin-4-yl]-3,4-dihydroxyoxolane-2-carboxamide